3-(1-Ethoxyethoxy)-1-propene C(C)OC(C)OCC=C